ditert.butyl ether C(C)(C)(C)OC(C)(C)C